(4-bromo-3,5-dimethylphenyl)-5H-dibenzo[b,f]azepine BrC1=C(C=C(C=C1C)C1=CC=CC=2NC3=C(C=CC21)C=CC=C3)C